2-chloro-N,N-dimethyl-5-nitro-benzenesulfonamide ClC1=C(C=C(C=C1)[N+](=O)[O-])S(=O)(=O)N(C)C